9-(4-ethynyl-tetrahydro-2H-pyran-4-yl)-7-methyl-2-((7-methylquinolin-6-yl)amino)-7,9-dihydro-8H-purin-8-one C(#C)C1(CCOCC1)N1C2=NC(=NC=C2N(C1=O)C)NC=1C=C2C=CC=NC2=CC1C